6-(2-hydroxy-2-methylpropoxy)-4-(6-(6-(5-methylpicolinoyl)-3,6-diazabicyclo[3.1.1]heptan-3-yl)pyridin-3-yl)pyrazolo[1,5-a]pyridine-3-carbonitrile OC(COC=1C=C(C=2N(C1)N=CC2C#N)C=2C=NC(=CC2)N2CC1N(C(C2)C1)C(C1=NC=C(C=C1)C)=O)(C)C